2H-indazol-6-carboxylat N=1NC=C2C=CC(=CC12)C(=O)[O-]